2-(2-bromoacetyl)thiophene BrCC(=O)C=1SC=CC1